HYDROXYETHYL-PIPERAZINE tert-butyl-N-[4-(4-fluorophenyl)-2-[[4-[(5-isopropyl-3-pyridyl)sulfonimidoyl]benzoyl]amino]phenyl]carbamate C(C)(C)(C)OC(NC1=C(C=C(C=C1)C1=CC=C(C=C1)F)NC(C1=CC=C(C=C1)S(=O)(=N)C=1C=NC=C(C1)C(C)C)=O)=O.OCCN1CCNCC1